ethyl 1-[3-(1-ethyl-3,5-dimethyl-pyrazol-4-yl) pyrazolo[1,5-a]pyridin-5-yl]-3-methoxy-pyrazole-4-carboxylate C(C)N1N=C(C(=C1C)C=1C=NN2C1C=C(C=C2)N2N=C(C(=C2)C(=O)OCC)OC)C